O=C1NC(CCC1NC=1C=C(CN2CCC(CC2)N2CCN(CC2)C2=C(C=C(C=C2)NC(C2=CC(=C(C=C2)C)C#CC2=CN=C3N2N=CC=C3)=O)C(F)(F)F)C=CC1)=O N-(4-(4-(1-(3-((2,6-dioxopiperidin-3-yl)amino)benzyl)piperidin-4-yl)piperazin-1-yl)-3-(trifluoromethyl)phenyl)-3-(imidazo[1,2-b]pyridazin-3-ylethynyl)-4-methylbenzamide